[O].C#C acetylene monooxygen